FC=1C(=C(C=CC1F)[C@@H]1[C@@H](O[C@@]([C@@H]1C)(C(F)(F)F)C)C(=O)NC1=CC(=NC(=C1)C)C(=O)N)OC 4-[[(2R,3R,4R,5S)-3-(3,4-Difluoro-2-methoxy-phenyl)-4,5-dimethyl-5-(trifluoromethyl)tetrahydrofuran-2-carbonyl]amino]-6-methyl-pyridin-2-carboxamid